5-(3-(2-(3-methylisoxazol-5-yl)acetamido)-1H-pyrazol-5-yl)tetrahydrofuran-3-yl (1-methylcyclopropyl)carbamate CC1(CC1)NC(OC1COC(C1)C1=CC(=NN1)NC(CC1=CC(=NO1)C)=O)=O